BrC1=CC=CC(=C1)Br 4,6-dibromobenzene